tert-Butyl 4-(4-fluoro-3-methoxyphenyl)-3,6-dihydropyridine-1(2H)-carboxylate FC1=C(C=C(C=C1)C=1CCN(CC1)C(=O)OC(C)(C)C)OC